Br\C=C/F (Z)-1-bromo-2-fluoroethylen